FC(C(C(F)(F)F)(C=1C=C2C3=C(C(OC(C3=CC=C2)=O)=O)C1)C=1C=C2C3=C(C(OC(C3=CC=C2)=O)=O)C1)(F)F 5,5'-(perfluoropropane-2,2-diyl)dibenzo[de]isochromene-1,3-dione